N(=[N+]=[N-])C(COC(CC1=CC=C(C=C1)OC)=O)C=C 2-azidobut-3-en-1-yl-2-(4-methoxy-phenyl)acetate